2-hexyldecyl 6-{[3-({6-[(2-hexyldecyl)oxy]-6-oxohexyl} (2-hydroxyethyl)amino)propyl] (2-hydroxyethyl)amino}hexanoate C(CCCCC)C(COC(CCCCCN(CCCN(CCCCCC(=O)OCC(CCCCCCCC)CCCCCC)CCO)CCO)=O)CCCCCCCC